(3R,8R,9R,10S)-3-amino-9-(4-bromophenyl)-10-(hydroxymethyl)-N-(4-methoxyphenyl)-1,6-diazabicyclo[6.2.0]decane-6-carboxamide N[C@H]1CN2[C@@H]([C@@H]([C@@H]2CN(CC1)C(=O)NC1=CC=C(C=C1)OC)C1=CC=C(C=C1)Br)CO